2-(methacroyloxy)ethyl-(trimethyl)ammonium chloride [Cl-].C(=O)(C(=C)C)OCC[N+](C)(C)C